FC1(O[C@H]([C@H](NC1)CNC1=NC=C(C=C1C)C(F)(F)F)C)F N-(((2S,3R)-6,6-Difluoro-2-methylmorpholin-3-yl)methyl)-3-methyl-5-(trifluoromethyl)pyridin-2-amine